ClC=1C=C(NC=2C=NC=CC2CN(C(=O)N[C@H]2COCC2(F)F)C)C=CC1 1-[[3-(3-chloroanilino)-4-pyridyl]methyl]-3-[(3S)-4,4-difluorotetrahydrofuran-3-yl]-1-methyl-urea